5-amino-4-(1,5-dimethylpyrazol-4-yl)-6-(1-methylpyrazol-4-yl)-N-pentyl-pyridine-2-carboxamide NC=1C(=CC(=NC1C=1C=NN(C1)C)C(=O)NCCCCC)C=1C=NN(C1C)C